COC1=CC=C(C(=O)NNC2=CC=CC=C2)C=C1 4-methoxy-N'-phenylbenzohydrazide